ClC1=C2C(=NC=C1C(=O)N[C@H]1CCCC3=CC=CC=C13)NC=C2 (S)-4-chloro-N-(1,2,3,4-tetrahydro-naphthalen-1-yl)-1H-pyrrolo[2,3-b]pyridine-5-carboxamide